2-meth-oxypyridin-3-amine COC1=NC=CC=C1N